4-((4-chloro-3-(cyclohexylmethoxy)phenyl)sulfinyl)-1H-1,2,3-triazole-5-carboxylic acid ClC1=C(C=C(C=C1)S(=O)C=1N=NNC1C(=O)O)OCC1CCCCC1